C[Se]C[C@H](N)C(=O)O 3-(methylseleno)-L-alanine